C(C)(C)(C)OC(=O)N1C2CN(CC1C2)C2=CC(=C(C=C2)C)C(NC2(CC2)C=2C=1C3=C(C(N(C3=CC2)CC)=O)C=CC1)=O 3-((1-(1-ethyl-2-oxo-1,2-dihydrobenzo[cd]indol-6-yl)cyclopropyl)carbamoyl-4-tolyl)-3,6-diazabicyclo[3.1.1]heptane-6-carboxylic acid tert-butyl ester